ClC=1C=CC2=C(C(CC(O2)C(=O)NC23CCC(CC2)(CC3)C=3OC(=NN3)[C@@H]3C[C@@H](C3)OC(F)(F)F)=O)C1 6-chloro-4-oxo-N-(4-{5-[cis-3-(trifluoromethoxy)cyclobutyl]-1,3,4-oxadiazol-2-yl}bicyclo[2.2.2]octan-1-yl)-3,4-dihydro-2H-1-benzopyran-2-carboxamide